(2R,3S,5R)-2-((((1S,3S,6R)-6-(5-fluoropyrimidin-2-yl)bicyclo[4.1.0]hept-3-yl)oxy)methyl)-5-methyl-3-(methylsulfonylamino)pyrrolidine-1-carboxylic acid methyl ester COC(=O)N1[C@H]([C@H](C[C@H]1C)NS(=O)(=O)C)CO[C@@H]1C[C@@H]2C[C@@]2(CC1)C1=NC=C(C=N1)F